FC(C1N(CC=CC1)C(=O)OC(C)(C)C)(F)F tert-butyl 2-(trifluoromethyl)-3,6-dihydro-2H-pyridine-1-carboxylate